2-[[6-[[5-chloro-2-[3-[2-(1,3-dioxoisoindolin-2-yl)-1,1-dimethyl-ethyl]-4,4-difluoro-5-methyl-1-piperidinyl]pyrimidin-4-yl]amino]-1-methyl-2-oxo-3-quinolinyl]oxy]-N-methyl-acetamide ClC=1C(=NC(=NC1)N1CC(C(C(C1)C)(F)F)C(CN1C(C2=CC=CC=C2C1=O)=O)(C)C)NC=1C=C2C=C(C(N(C2=CC1)C)=O)OCC(=O)NC